COC(C1=CC(=C(C=C1)N)OC)=O 3-Methoxy-4-aminobenzoic acid methyl ester